BrC1=C(NC=2C1=NC=CC2)C2=C(C=NC=C2)OC[C@H]2N(C=C(C2)F)C(=O)OC(C)(C)C tert-butyl (2S)-2-({[4-(3-bromo-1H-pyrrolo[3,2-b]pyridin-2-yl)pyridin-3-yl]oxy}methyl)-4-fluoro-2,3-dihydro-1H-pyrrole-1-carboxylate